(2S,4S)-4-fluoro-1-[2-[4-[(8-fluoro-4-quinolinyl)oxy]-1-piperidinyl]acetyl]pyrrolidine-2-carbonitrile F[C@H]1C[C@H](N(C1)C(CN1CCC(CC1)OC1=CC=NC2=C(C=CC=C12)F)=O)C#N